methyl-3H-benzotriazole-4-carboxamide CN1N=NC2=C1C(=CC=C2)C(=O)N